[Na].[Na].O=C[C@@H](O)[C@H](O)[C@H](O)[C@@H](O)C fucose disodium salt